C(C)(C)(C)O[C@H]1[C@@H](C[C@H]2N(CCC3=CC(=C(C=C23)OC)OCC2CCC2)C1)O (2R,3R,11bR)-3-(tert-butoxy)-9-(cyclobutylmethoxy)-10-methoxy-1,3,4,6,7,11b-hexahydro-2H-pyrido[2,1-a]isoquinolin-2-ol